N(=[N+]=[N-])[C@H]1C(O)O[C@H]2[C@@H]1OC([C@H]2O)=O 2-Azido-2-deoxy-D-glucofuranurono-6,3-lactone